C(C)OC(=O)C1(CCCCC1)OS(=O)(=O)C1=CC=C(C)C=C1 (p-toluenesulfonyloxy)cyclohexanecarboxylic acid ethyl ester